O=C(C(=O)O)CSC1=CC=CC2=C1N=NN(C2=O)CC(N[C@@H](C)C2=CC=C(C=C2)OC(F)(F)F)=O (S)-2-oxo-3-((4-oxo-3-(2-oxo-2-((1-(4-(trifluoromethoxy)phenyl)ethyl)amino)ethyl)-3,4-dihydrobenzo[d][1,2,3]triazin-8-yl)thio)propanoic acid